((2-methyl-5-(1,3,5-trimethyl-1H-pyrazol-4-yl)phenyl)sulfonyl)morpholine CC1=C(C=C(C=C1)C=1C(=NN(C1C)C)C)S(=O)(=O)N1CCOCC1